2-(8-(5-guanidinothiophene-2-carbonyloxy)-[1,2,4]triazolo[1,5-a]pyridin-5-yl)acetic acid N(C(=N)N)C1=CC=C(S1)C(=O)OC=1C=2N(C(=CC1)CC(=O)O)N=CN2